O=C1NC(CCC1N1C(C2=CC=C(C=C2C1)NC(=O)N1CCC2=CC=CC=C12)=O)=O N-(2-(2,6-dioxopiperidin-3-yl)-1-oxoisoindolin-5-yl)indoline-1-carboxamide